FC1=C(C=C(C=C1)[N+](=O)[O-])F 1,2-Difluoro-4-nitrobenzene